benzene diacrylate C(C=C)(=O)O.C(C=C)(=O)O.C1=CC=CC=C1